C1(CC1)C#CC1=NN=C(S1)NC(=O)C=1C=NC(=CC1C1=CC(=NC=C1OC)C(F)F)C1=NN(C=C1)C N-(5-(cyclopropylethynyl)-1,3,4-thiadiazol-2-yl)-2'-(difluoromethyl)-5'-methoxy-6-(1-methyl-1H-pyrazol-3-yl)-[4,4'-bipyridine]-3-carboxamide